2-iodo-2-phenylacetic acid calcium salt [Ca+2].IC(C(=O)[O-])C1=CC=CC=C1.IC(C(=O)[O-])C1=CC=CC=C1